CC=1C=C(C=CC1O)C(CCCC1=CC=C(C=C1)O)(C)C1=CC(=C(C=C1)O)C 4,4-bis(3-methyl-4-hydroxyphenyl)-1-(4-hydroxyphenyl)pentane